4-((2R,3R)-4-acryloyl-3-methylmorpholin-2-yl)-6-chloro-6'-fluoro-5'-methoxy-N-methyl-[2,4'-bipyridine] C(C=C)(=O)N1[C@@H]([C@H](OCC1)C=1C=C(N(C(C1)Cl)C)C1=CC=NC(=C1OC)F)C